N-((1H-pyrrolo[3,2-c]pyridine-2-yl)methyl)-2-(2-oxo-3-((4-phenoxybenzyl)amino)-6-phenylpyrazin-1(2H)-yl)acetamide N1C(=CC=2C=NC=CC21)CNC(CN2C(C(=NC=C2C2=CC=CC=C2)NCC2=CC=C(C=C2)OC2=CC=CC=C2)=O)=O